ClC=1C=C(C=CC1F)NC(N([C@H](C)C1=NN(C(C2=CC(=C(C=C12)F)F)=O)C)CCS(=O)(=O)NC(NC1=CC(=C(C=C1)F)Cl)=O)=O (R)-2-(3-(3-chloro-4-fluorophenyl)-1-(1-(6,7-difluoro-3-methyl-4-oxo-3,4-dihydrophthalazin-1-yl)ethyl)ureido)-N-((3-chloro-4-fluorophenyl)carbamoyl)ethane-1-sulfonamide